NCC(C)C1=CC(=C(C=C1)N1CC2CCC(C1)N2C(=O)OC(C)(C)C)Br tert-Butyl 3-[4-(1-aminopropan-2-yl)-2-bromophenyl]-3,8-diazabicyclo[3.2.1]octane-8-carboxylate